CN1C(C2(C3=CC=CC=C13)CCC2)=O 1'-methylspiro[cyclobutane-1,3'-indol]-2'-one